COC(=O)C1=C(SC(=C1)C2=CC=CC=C2)N N,N-di-n-butylthiourea